methyl 2-(2-chloro-5-fluorophenyl)acetate ClC1=C(C=C(C=C1)F)CC(=O)OC